BrC=1C=C(C(=O)NC(C)C=2N(N=C(N2)Br)C2=NC=CC=N2)C=C(C1)C(F)(F)F 3-bromo-N-[1-(5-bromo-2-pyrimidin-2-yl-1,2,4-triazol-3-yl)ethyl]-5-(trifluoromethyl)benzamide